N1=C(C=CC=C1)SCC(=O)O (pyridin-2-ylsulfanyl)acetic acid